2-(3,5-difluorophenyl)-2-(1-(4-(hydroxymethyl)piperidine-1-carbonyl)piperidin-4-ylidene)acetonitrile FC=1C=C(C=C(C1)F)C(C#N)=C1CCN(CC1)C(=O)N1CCC(CC1)CO